N1=CC=C(C=C1)C=1N=CC2=C(N1)C=NC=C2 (4-pyridinyl)pyrido[3,4-d]pyrimidine